[(1R,2S,4R)-4-{[5-({5-chloro-4-[(1S)-1-hydroxyethyl]-2-thienyl}carbonyl)pyrimidin-4-yl]amino}-2-hydroxycyclopentyl]methyl sulfamate S(N)(OC[C@@H]1[C@H](C[C@@H](C1)NC1=NC=NC=C1C(=O)C=1SC(=C(C1)[C@H](C)O)Cl)O)(=O)=O